ClC1=CC=C(C=C1)C1=NOC(=N1)C(=O)Cl 3-p-chlorophenyl-1,2,4-oxadiazole-5-carbonyl chloride